2-Di-cyclohexylphosphino-2',4',6'-triisopropyl-1,1'-biphenyl C1(CCCCC1)P(C1=C(C=CC=C1)C1=C(C=C(C=C1C(C)C)C(C)C)C(C)C)C1CCCCC1